C(CCCCCCC\C=C\CCCC)CC(=O)[O-] (E)-tetradec-9-en-1-ylacetate